α-(N-tert-butoxycarbonyl-6-amino-1-hexyl)-α-(1-naphthyl)-acetic acid C(C)(C)(C)OC(=O)NCCCCCCC(C(=O)O)C1=CC=CC2=CC=CC=C12